2,4-dichlorophenyl-imidazole ClC1=C(C=CC(=C1)Cl)C=1NC=CN1